3-bromo-2-(vinylsulfanyl)benzaldehyde BrC=1C(=C(C=O)C=CC1)SC=C